(propan-2-yl)-1H-pyrazol-4-amine CC(C)N1N=CC(=C1)N